(2S)-2-amino-3-(4-(4-((R)-1-(4-chloro-2-(3-methyl-1H-pyrazole-1-yl)phenyl)-2,2,2-trifluoroethoxy)thieno[3,2-d]pyrimidine-7-yl)cyclohex-3-ene-1-yl)propionic acid N[C@H](C(=O)O)CC1CC=C(CC1)C1=CSC2=C1N=CN=C2O[C@@H](C(F)(F)F)C2=C(C=C(C=C2)Cl)N2N=C(C=C2)C